6,8-bis(trifluoromethyl)quinoline-3-carbonitrile FC(C=1C=C2C=C(C=NC2=C(C1)C(F)(F)F)C#N)(F)F